tert-butyl 9-(1,5-dihydroxypentan-3-yl)-3,9-diazaspiro[5.5]undecane-3-carboxylate OCCC(CCO)N1CCC2(CCN(CC2)C(=O)OC(C)(C)C)CC1